ethyl (5R)-3-(2-chloro-4-fluoro-5-(3-methyl-2,6-dioxo-4-(trifluoromethyl)-3,6-dihydropyrimidin-1(2H)-yl)phenyl)-5-methyl-4,5-dihydroisoxazole-5-carboxylate ClC1=C(C=C(C(=C1)F)N1C(N(C(=CC1=O)C(F)(F)F)C)=O)C1=NO[C@](C1)(C(=O)OCC)C